COC(C=1C=C(C=CC1O)C)OC 6-dimethoxymethyl-p-cresol